ClC=1C(=NC(=NC1)NC1=C(C=C(C(=C1)F)N1CCC2(CC(C2)N(C)C)CC1)OC)NC1=CC=C(C(=C1P(C)(C)=O)C)C (6-((5-chloro-2-((4-(2-(dimethylamino)-7-azaspiro[3.5]non-7-yl)-5-fluoro-2-Methoxyphenyl)amino)pyrimidin-4-yl)amino)-2,3-dimethylphenyl)dimethylphosphine oxide